C(C)(C)(C)[Si](C)(C)OC[C@H]1COC2=C(O1)C(=CC(=C2)[N+](=O)[O-])F (R)-tert-butyl((8-fluoro-6-nitro-2,3-dihydrobenzo[b][1,4]dioxin-2-yl)methoxy)dimethylsilane